ClC1=CC=C(C(=N1)C(=O)NS(=O)(=O)NC(OC(C)(C)C)=O)N[C@H](C)C=1C=C(C=C2C(C(=C(OC12)C1=CC=CC=C1)C)=O)C tert-Butyl N-[[6-chloro-3-[[(1R)-1-(3,6-dimeth-yl-4-oxo-2-phenyl-chromen-8-yl)ethyl]-amino]pyridine-2-carbonyl]sulfamoyl]-carbamate